NC(C[C@@H](C#CC1=CC=CC=C1)NC(=O)[C@H]1N(CCC1)C(=O)C1(CC1)C1=CC=C(C=C1)OC(F)(F)F)=O (2S)-N-[(1S)-1-(2-amino-2-oxo-ethyl)-3-phenyl-prop-2-ynyl]-1-[1-[4-(trifluoromethoxy)phenyl]cyclopropanecarbonyl]pyrrolidine-2-carboxamide